N1(CCOCC1)C1=CC=C(C=N1)S(=O)(=O)C1=CC=C(C=C1)NC(=O)NCC=1C=NC=CC1 1-{4-[6-(morpholin-4-yl)pyridine-3-sulfonyl]phenyl}-3-(pyridin-3-ylmethyl)urea